C(=O)CCOC(C=CC)=O 2-butenoic acid-2-formylethyl ester